Z-arabinose O=C[C@@H](O)[C@H](O)[C@H](O)CO